C1(=CC=CC=C1)C=1N=C2N(C=CN=C2)C1NC1=CC=C(C(=O)OCC)C=C1 ethyl 4-[(2-phenylimidazo[1,2-a]pyrazin-3-yl)amino]benzoate